[2-(2-methylphenyl)-2,3-dihydro-1H-indol-3-yl]methanol CC1=C(C=CC=C1)C1NC2=CC=CC=C2C1CO